Ethyl 2-(N-(4-((7-(4,4-difluoropiperidin-1-yl)furo[2,3-c]pyridin-5-yl)carbamoyl)-2-methyl-5-(6-azaspiro[2.5]octan-6-yl)phenyl)sulfamoyl)acetate FC1(CCN(CC1)C=1N=C(C=C2C1OC=C2)NC(=O)C2=CC(=C(C=C2N2CCC1(CC1)CC2)NS(=O)(=O)CC(=O)OCC)C)F